NC=1C=C(C=C(C1)[C@@H](C)NC1=NC(=NC2=CC(=C(C=C12)OCCOC)OC)C)CC(C)(O)C (R)-1-(3-amino-5-(1-((7-methoxy-6-(2-methoxyethoxy)-2-methylquinazoline-4-yl)amino)ethyl)phenyl)-2-methylpropan-2-ol